C([O-])([O-])=O.[Na+].B(O)(O)O.[Na+] boric acid sodium carbonate